2,2-difluoro-N-(2,3,6-trifluoro-4-((3-(2-(((3S,5S)-5-fluoro-3-piperidyl)amino)pyrimidin-4-yl)-2-pyridyl)oxy)phenyl)butane-1-sulfonamide FC(CS(=O)(=O)NC1=C(C(=C(C=C1F)OC1=NC=CC=C1C1=NC(=NC=C1)N[C@@H]1CNC[C@H](C1)F)F)F)(CC)F